C1(=CC=CC=C1)CCOC(C(C)C)=O PHENYLETHYLISOBUTYRATE